(S,E)-1-amino-2-(1-(pent-2-enoyl)pyrrolidin-2-yl)-4-(4-(pyridin-2-ylcarbamoyl)phenyl)-1H-imidazole-5-carboxamide NN1C(=NC(=C1C(=O)N)C1=CC=C(C=C1)C(NC1=NC=CC=C1)=O)[C@H]1N(CCC1)C(\C=C\CC)=O